4-((9-phenyl-9H-carbazole-3-yl)(ethyl)amino)phenol C1(=CC=CC=C1)N1C2=CC=CC=C2C=2C=C(C=CC12)N(C1=CC=C(C=C1)O)CC